tert-butyl [(1R,3s)-3-{(1S)-1-[5-bromo-3-fluoro-2-(trifluoromethyl)anilino]ethyl}cyclobutyl]methylcarbamate BrC=1C=C(C(=C(N[C@@H](C)C2CC(C2)CNC(OC(C)(C)C)=O)C1)C(F)(F)F)F